(tetrahydrofuran-2-yl)nicotinamide O1C(CCC1)C1=C(C(=O)N)C=CC=N1